2-(2-((5-(1-aminoisoquinolin-7-yl)-1'-propionyl-2,3-dihydrospiro[inden-1,4'-piperidin]-3-yl)oxy)-6-methylphenyl)acetic acid NC1=NC=CC2=CC=C(C=C12)C=1C=C2C(CC3(CCN(CC3)C(CC)=O)C2=CC1)OC1=C(C(=CC=C1)C)CC(=O)O